NC1=C(C(=O)N2CCC(CC2)C2=C3C(=NC=C2F)N=C(N3)C3OCC(NC3)=O)C=CC(=C1)OC(F)(F)F 6-{7-[1-(2-amino-4-trifluoromethoxybenzoyl)-4-piperidyl]-6-fluoro-imidazo[4,5-b]pyridin-2-yl}-3-morpholinone